1,4-bis(azidomethyl)-2,3,5,6-tetramethylbenzene N(=[N+]=[N-])CC1=C(C(=C(C(=C1C)C)CN=[N+]=[N-])C)C